4-dicyanomethylene-2-methyl-6-(4-dimethylaminostyryl)-4H-pyran C(#N)C(=C1C=C(OC(=C1)C=CC1=CC=C(C=C1)N(C)C)C)C#N